1-[2-(4-cyclopropyl-6-methoxy-pyrimidin-5-yl)-6-[[3-fluoro-4-[1-methyl-4-(trifluoromethyl)imidazol-2-yl]phenyl]methoxy]pyrimidin-4-yl]ethanol C1(CC1)C1=NC=NC(=C1C1=NC(=CC(=N1)C(C)O)OCC1=CC(=C(C=C1)C=1N(C=C(N1)C(F)(F)F)C)F)OC